C1(CCC1)C(=O)N1[C@H]([C@H](CCC1)NC(C(=O)N(C)C)=O)CC=1C=C(C=CC1)C1=CC(=CC=C1)F N~2~-{cis-1-(cyclobutanecarbonyl)-2-[(3'-fluoro[1,1'-biphenyl]-3-yl)methyl]piperidin-3-yl}-N~1~,N~1~-dimethylethanediamide